FC(C(=O)[O-])(F)F.NC(CCC(NCCOCCOCC(NCCOCCOCC(NCC[N+](C)(C)CCOCCOCCC(=O)OC)=O)=O)=O)CS(=O)(=O)O 25-amino-N-(2-(2-(3-methoxy-3-oxopropoxy)ethoxy)ethyl)-N,N-dimethyl-4,13,22-trioxo-26-sulfo-6,9,15,18-tetraoxa-3,12,21-triazahexacosan-1-aminium 2,2,2-trifluoroacetate